C(C)(C)(C)O[C@H]1[C@@H](C[C@H]2N(CCC3=CC(=C(C=C23)OC)OCCOC)C1)O (2R,3R,11bR)-3-(tert-butoxy)-10-methoxy-9-(2-methoxyethoxy)-1,3,4,6,7,11b-hexahydro-2H-pyrido[2,1-a]isoquinolin-2-ol